C1(CC1)C1=NC2=CC(=C(C=C2C(=N1)N[C@H](C)C1=CC(=CC(=C1)C(F)(F)F)[N+](=O)[O-])O[C@@H]1COCC1)OC 2-cyclopropyl-7-methoxy-N-((R)-1-(3-nitro-5-(trifluoromethyl)phenyl)ethyl)-6-(((S)-tetrahydrofuran-3-yl)oxy)quinazolin-4-amine